C(=O)(O)[C@H](CC(=O)N1CC2=CC(=C(C=C2C1)OCCCOC1=C(C(=C2CN(CC2=C1)C(C[C@@H](C(=O)O)C)=O)F)OC)OC)C (S)-4-(6-(3-((2-((S)-3-carboxybutanoyl)-6-methoxyisoindolin-5-yl)oxy)propoxy)-4-fluoro-5-methoxyisoindolin-2-yl)-2-methyl-4-oxobutanoic acid